(E)-N-Methyl-N-(5,6,7,8-tetrahydro-1,6-naphthyridin-3-yl)but-2-enamide CN(C(\C=C\C)=O)C=1C=NC=2CCNCC2C1